NC1=CC=C(C=N1)C1C(N(CC1)C)=O (6-aminopyridin-3-yl)-1-methylpyrrolidin-2-one